(5-(4-methylpiperazin-1-yl)pyrazin-2-yl)ketone CN1CCN(CC1)C=1N=CC(=NC1)C(=O)C1=NC=C(N=C1)N1CCN(CC1)C